C(N)(=O)C1(C2CC3CC(CC1C3)C2)NC(C(=O)C2=C(C(=C(N2C)C)C(=O)NC2=CC(=C(C=C2)F)C)C)=O 5-(2-(((1r,3r,5r,7r)-2-carbamoyladamantan-2-yl)amino)-2-oxoacetyl)-N-(4-fluoro-3-methylphenyl)-1,2,4-trimethyl-1H-pyrrole-3-carboxamide